CC1C(CCC1)(CN1CCCC1)CNC(=O)C1=CC2=C(S1)CCCCCC2 N-{[2-Methyl-1-(pyrrolidin-1-ylmethyl)cyclopentyl]methyl}-4H,5H,6H,7H,8H,9H-cycloocta[b]thiophene-2-carboxamide